ClC1=C(C=2N=C(N=C(C2C=N1)N1CCOC[C@H](C1)NC(OC(C)(C)C)=O)OCC1(CC1)CN1CCOCC1)F tert-butyl N-[(6S)-4-(7-chloro-8-fluoro-2-{[1-(morpholin-4-ylmethyl)cyclopropyl]methoxy}pyrido[4,3-d]pyrimidin-4-yl)-1,4-oxazepan-6-yl]carbamate